ClC1=C(C=C(C=C1)[C@H]1[C@H](O)[C@@H](O)[C@H](O)[C@H](O1)CO)CC1=CC=C(C=C1)O[C@@H]1COCC1 (1S)-1,5-anhydro-1-C-[4-chloro-3-[[4-[[(3S)-tetrahydro-3-furanyl]oxy]phenyl]methyl]phenyl]-D-glucitol